FC=1C=CC(=NC1)NC1=C2C=C(NC2=CC(=C1)NC(C)=O)C(=O)OCC Ethyl 4-((5-fluoropyridin-2-yl) amino)-6-acetylamino-1H-indole-2-carboxylate